DL-arginine N[C@@H](CCCNC(N)=N)C(=O)O |r|